CC1=NN=C(S1)NC(=O)C1=NN2C(C(N(CC2)CC2=NC=CC=C2C)=O)=C1C1CC1 3-Cyclopropyl-5-(3-methylpyridin-2-ylmethyl)-4-oxo-4,5,6,7-tetrahydropyrazolo[1,5-a]pyrazine-2-carboxylic acid (5-methyl-[1,3,4]thiadiazol-2-yl) amide